3-(1-acetyl-4-ethoxypiperidin-4-yl)-5-chloro-1,7-dimethyl-8-(2-(pyrrolidin-1-yl)ethoxy)-1,6-naphthyridin-2(1H)-one C(C)(=O)N1CCC(CC1)(OCC)C=1C(N(C2=C(C(=NC(=C2C1)Cl)C)OCCN1CCCC1)C)=O